BrC1=CC(=C(C(=C1)C)CN1CC(C1)(O)C)C 1-[(4-bromo-2,6-dimethylphenyl)methyl]-3-methylazetidin-3-ol